N1C=NC2=C1C=CC(=C2)CNC2=C(C=CC=C2)C2=CC=C(C=C2)OC2=CC=CC=C2 N-(1H-1,3-benzodiazol-5-ylmethyl)-2-(4-phenoxyphenyl)aniline